anthracene-1,10-diol C1(=CC=CC2=C(C3=CC=CC=C3C=C12)O)O